1-[3-[3-[4-(cyclopropylcarbamoyl)-3-(difluoromethoxy)-5-methoxy-phenyl]imidazo[1,2-a]pyridin-7-yl]oxypropyl]-4-fluoro-piperidine-4-carboxamide C1(CC1)NC(=O)C1=C(C=C(C=C1OC)C1=CN=C2N1C=CC(=C2)OCCCN2CCC(CC2)(C(=O)N)F)OC(F)F